4-hydroxy-1-phenyl-3-(trifluoroacetyl)quinoline OC1=C(CN(C2=CC=CC=C12)C1=CC=CC=C1)C(C(F)(F)F)=O